C[C@H]1N([C@H](CN(C1)C1=NC=C(C=N1)C(F)(F)F)C)C(=O)NC1CC2(CN(C2)C(C)C2=CC=CC=C2)C1 (2R,6S)-2,6-dimethyl-N-[2-(1-phenylethyl)-2-azaspiro[3.3]heptan-6-yl]-4-[5-(trifluoromethyl)pyrimidin-2-yl]piperazine-1-carboxamide